tert-butyl (3R,5R)-3,5-dimethyl-4-(pyridazin-3-ylmethyl)piperazine-1-carboxylate C[C@@H]1CN(C[C@H](N1CC=1N=NC=CC1)C)C(=O)OC(C)(C)C